tert-butyl N-[[4-[6-[3-[tertbutyl(dimethyl)silyl]oxypropoxy]pyrrolo[2,1-f][1,2,4]triazin-4-yl]-2-methyl-phenyl]methyl]carbamate C(C)(C)(C)[Si](OCCCOC=1C=C2C(=NC=NN2C1)C1=CC(=C(C=C1)CNC(OC(C)(C)C)=O)C)(C)C